[O-2].[Y+3].[Ni+2] nickel-yttrium oxide